5-(4-bromo-1H-pyrazol-1-yl)-1-ethyl-6-(2,4,6-trifluorophenyl)pyridin-2(1H)-one BrC=1C=NN(C1)C=1C=CC(N(C1C1=C(C=C(C=C1F)F)F)CC)=O